COC1=NC=C(C=C1C(=O)N)NC(C(=O)N1[C@@H](CC[C@H](C1)C)C=1C=NC(=CC1)NC)=O methoxy-5-[[2-[(2S,5R)-5-methyl-2-[6-(methylamino)-3-pyridyl]-1-piperidyl]-2-oxo-acetyl]amino]pyridine-3-carboxamide